2-(((1r,4r)-4-(((3,4-difluoro-phenyl)(phenyl)carbamoyl-oxy)methyl)cyclohexyl)methoxy)acetic acid FC=1C=C(C=CC1F)N(C(=O)OCC1CCC(CC1)COCC(=O)O)C1=CC=CC=C1